COC(C[C@@H](C)C=1SC=CC1)=O (R)-3-(2-thiophenyl)-butyric acid methyl ester